ClC=1N=CC2=C(N1)N(C(=C2)C(OCC)OCC)CC=2C(=NC=CN2)N(S(=O)(=O)C)C N-(3-((2-chloro-6-(diethoxymethyl)-7H-pyrrolo[2,3-d]pyrimidine-7-yl)methyl)pyrazin-2-yl)-N-methylmethanesulfonamide